[Li].C(C1=CC=CC=C1)N(CC1=CC=CC=C1)[Mg]Cl dibenzylaminomagnesium chloride lithium